5-fluoro-4-(piperidin-1-yl)pyridin-3-amine FC=1C(=C(C=NC1)N)N1CCCCC1